uridine-triphosphate P(O)(=O)(OP(=O)(O)OP(=O)(O)O)OC[C@@H]1[C@H]([C@H]([C@@H](O1)N1C(=O)NC(=O)C=C1)O)O